ethyl 2-chloro-4-hydroxy-5-pyrimidinecarboxylate ClC1=NC=C(C(=N1)O)C(=O)OCC